CN1CCC(=CC1)C=1SC(=C(N1)C(NC1=CC2=CN(N=C2C=C1)C)=O)NC(OC(C)(C)C)=O tert-butyl (2-(1-methyl-1,2,3,6-tetrahydropyridin-4-yl)-4-((2-methyl-2H-indazol-5-yl)carbamoyl)thiazol-5-yl)carbamate